2-[(4-vinyl-phenyl)methoxy]ethanol C(=C)C1=CC=C(C=C1)COCCO